C(CCCC)O.[Li] lithium n-amyl alcohol